tert-butyl (2-(((4S)-6-(4-chlorophenyl)-4-(2-(ethylamino)-2-oxoethyl)-1-methyl-4H-benzo[f][1,2,4]triazolo[4,3-a][1,4]diazepin-8-yl)oxy)ethyl)carbamate ClC1=CC=C(C=C1)C1=N[C@H](C=2N(C3=C1C=C(C=C3)OCCNC(OC(C)(C)C)=O)C(=NN2)C)CC(=O)NCC